triundecyl phosphorothioate P(OCCCCCCCCCCC)(OCCCCCCCCCCC)(OCCCCCCCCCCC)=S